N1CCC(CC1)OC1CCC(CC1)OC1=CC=NC=C1 4-[4-(4-piperidyloxy)cyclohexoxy]pyridine